5-((4-(5-chloro-4-((1-methyl-2-oxo-3-(2-oxopropoxy)-1,2-dihydroquinolin-6-yl)amino)pyrimidin-2-yl)morpholin-2-yl)methoxy)-2-(2,6-dioxopiperidin-3-yl)isoindoline-1,3-dione ClC=1C(=NC(=NC1)N1CC(OCC1)COC=1C=C2C(N(C(C2=CC1)=O)C1C(NC(CC1)=O)=O)=O)NC=1C=C2C=C(C(N(C2=CC1)C)=O)OCC(C)=O